1-(dimethoxymethyl)-3-aminobenzene COC(C1=CC(=CC=C1)N)OC